1-(1-Acetylazetidin-3-yl)-N-(3-chloro-1H-indol-7-yl)pyrazol-4-sulfonamid C(C)(=O)N1CC(C1)N1N=CC(=C1)S(=O)(=O)NC=1C=CC=C2C(=CNC12)Cl